6-(2-Chloro-4-fluoro-5-methoxy-phenyl)-3-(5-chloro-4-isoquinolinyl)-1-(2-trimethylsilylethoxymethyl)thieno[3,2-d]pyrimidine-2,4-dione ClC1=C(C=C(C(=C1)F)OC)C1=CC=2N(C(N(C(C2S1)=O)C1=CN=CC2=CC=CC(=C12)Cl)=O)COCC[Si](C)(C)C